6-(((1S,2S)-1-(dimethylamino)-1-(4-(9-(4-(2,6-dioxopiperidin-3-yl)phenyl)-3,9-diazaspiro[5.5]undecane-3-carbonyl)phenyl)propan-2-yl)amino)-2,4-dimethyl-1,2,4-triazine-3,5(2H,4H)-dione CN([C@H]([C@H](C)NC=1C(N(C(N(N1)C)=O)C)=O)C1=CC=C(C=C1)C(=O)N1CCC2(CC1)CCN(CC2)C2=CC=C(C=C2)C2C(NC(CC2)=O)=O)C